BrC=1C(OC2=CC(=CC=C2C1)N1CCC1)(C)C 1-(3-bromo-2,2-dimethyl-2H-chromen-7-yl)azetidine